(S)-1-((2-(3-methoxyphenyl)benzofuran-5-yl)methyl)azetidine-2-carboxamide COC=1C=C(C=CC1)C=1OC2=C(C1)C=C(C=C2)CN2[C@@H](CC2)C(=O)N